perfluoro (ethyl)vinyl ether C(C)C=COF